Cl.NC1=C(C(=O)N2CCC(CC2)N2C(NC3=NC=C(C=C32)C3CCC(CC3)OC)=O)C=CC(=C1)OC(F)(F)F 1-[1-[2-amino-4-(trifluoromethoxy)benzoyl]-4-piperidyl]-6-(4-methoxycyclohexyl)-3H-imidazo[4,5-b]pyridin-2-one, hydrochloride